2,2,2-Trichloroethyl (3-oxo-1,2,3,5,6,7-hexahydro-s-indacen-4-yl)carbamate O=C1CCC2=CC=3CCCC3C(=C12)NC(OCC(Cl)(Cl)Cl)=O